2-[(4S*)-5,6-difluoro-4-methyl-2-oxo-1,4-dihydroquinazolin-3-yl]-N-[(1S)-1-(2,4-difluorophenyl)ethyl]acetamide FC1=C2[C@@H](N(C(NC2=CC=C1F)=O)CC(=O)N[C@@H](C)C1=C(C=C(C=C1)F)F)C |o1:3|